NC=1N=C(SC1C(C1=CC=C(C=C1)OCC(=O)N(C1=CC=C(C=C1)C)C)=O)N(C1=CC=C(C=C1)F)C(C(=O)N)C (N-[4-Amino-5-[4-[2-(N,4-dimethylanilino)-2-oxoethoxy]benzoyl]thiazol-2-yl]-4-fluoroanilino)propanamid